3-(4-fluoro-2-methoxyphenyl)benzene FC1=CC(=C(C=C1)C=1C=CC=CC1)OC